CN(CC(CN)(C)C)C N1,N1,2,2-tetramethylpropane-1,3-diamine